[Cu]=S.[W] tungsten-copper sulfide